BrC1=C(C=C(C=N1)CN1CCC(CC1)(O)C)F 1-((6-Bromo-5-fluoropyridin-3-yl)methyl)-4-methylpiperidin-4-ol